N-(3-Chloro-4-(trifluoromethyl)phenyl)-5-methyl-3,4-dihydroisoquinoline ClC=1C=C(C=CC1C(F)(F)F)N1CC2=CC=CC(=C2CC1)C